(S)-4-benzyl-3-((R)-3-hydroxy-3-(pyridin-2-yl)butanoyl)oxazolidin-2-one C(C1=CC=CC=C1)[C@@H]1N(C(OC1)=O)C(C[C@](C)(C1=NC=CC=C1)O)=O